N1(CCCCC1)C(=O)O hexahydropyridine-1-carboxylic acid